C(C=C)OC1=CC=C(C=C1)C(C)(C)C1=CC=C(C=C1)OCC=C 1-prop-2-enoxy-4-[2-(4-prop-2-enoxyphenyl)propan-2-yl]benzene